N1C(C=NC2=CC=CC=C12)=O Quinoxalin-2(1H)-one